N-(o-methoxyphenyl)acrylamide phenyl-(3-chloro-4-(3-methyloxetan-3-yl)phenyl)carbamate C1(=CC=CC=C1)N(C(O)=O)C1=CC(=C(C=C1)C1(COC1)C)Cl.COC1=C(C=CC=C1)NC(C=C)=O